2-(4-ethoxy-4-oxo-butyl)-5-fluoro-1-oxo-tetrahydronaphthalene-2-carboxylic acid allyl ester C(C=C)OC(=O)C1(C(C2=CC=CC(C2CC1)F)=O)CCCC(=O)OCC